(4-(3-((4-cyano-2-fluorobenzyl) oxy) phenoxy) piperidin-1-yl) methyl-1-((1-ethyl-1H-imidazol-5-yl) methyl)-1H-benzo[d]imidazole-6-carboxylate CC1=NC2=C(N1CC1=CN=CN1CC)C=C(C=C2)C(=O)ON2CCC(CC2)OC2=CC(=CC=C2)OCC2=C(C=C(C=C2)C#N)F